1,1'-bis(diphenylphosphanyl)ferrocene ethyl-2-((1,2,3,5,6,7-hexahydro-s-indacen-4-yl)amino)-5-(pyridin-3-yl)-4,5-dihydrooxazole-5-carboxylate C(C)OC(=O)C1(CN=C(O1)NC1=C2CCCC2=CC=2CCCC12)C=1C=NC=CC1.C1(=CC=CC=C1)P([C-]1C=CC=C1)C1=CC=CC=C1.[C-]1(C=CC=C1)P(C1=CC=CC=C1)C1=CC=CC=C1.[Fe+2]